NC1=NN2C(N=CC=C2)=C1C(=O)NCC=1C=C(C=2N(C1N1CC(S(CC1)(=O)=O)C)C=NC2)Cl 2-Amino-N-((8-chloro-5-(2-methyl-1,1-dioxidothiomorpholino)imidazo[1,5-a]pyridin-6-yl)methyl)pyrazolo[1,5-a]pyrimidine-3-carboxamide